N-[3-(2-ethoxypyridin-3-yl)-1H-pyrrolo[2,3-b]pyridin-6-yl]cyclopropanecarboxamide C(C)OC1=NC=CC=C1C1=CNC2=NC(=CC=C21)NC(=O)C2CC2